1'-(6-amino-5-((2-amino-3-chloro-pyridin-4-yl)thio)pyrazin-2-yl)-6-methoxy-2,3-dihydrospiro[indene-1,4'-piperidin]-2-amine NC1=C(N=CC(=N1)N1CCC2(CC1)C(CC1=CC=C(C=C12)OC)N)SC1=C(C(=NC=C1)N)Cl